5-fluoro-7-(3-(hydroxymethyl)bicyclo[1.1.1]pentan-1-yl)-2-(((3S,4R)-3-hydroxytetrahydro-2H-pyran-4-yl)amino)pyrrolo[2,1-f][1,2,4]triazine-6-carbonitrile FC=1C(=C(N2N=C(N=CC21)N[C@H]2[C@@H](COCC2)O)C21CC(C2)(C1)CO)C#N